N1(CCCCC1)C(=O)OC(C)(C)C 1-tert-butyl piperidinecarboxylate